(S)-(4-(3-fluoro-5-(piperazin-1-yl)phenoxy)piperidin-1-yl)(3-(1-methyl-1H-pyrazol-4-yl)-4-(pyrrolidin-3-yloxy)phenyl)methanone dihydrochloride Cl.Cl.FC=1C=C(OC2CCN(CC2)C(=O)C2=CC(=C(C=C2)O[C@@H]2CNCC2)C=2C=NN(C2)C)C=C(C1)N1CCNCC1